(S)-(3-aminopyrrolidin-1-yl)(5-(4-(1-(1,1-dioxidotetrahydro-2H-thiopyran-4-yl)piperidin-4-yl)phenyl)-3-methylthiophen-2-yl)methanone N[C@@H]1CN(CC1)C(=O)C=1SC(=CC1C)C1=CC=C(C=C1)C1CCN(CC1)C1CCS(CC1)(=O)=O